[C@H]12CN(C[C@H](CC1)N2)C=2C1=C(N=C(N2)OCC23CCCN3CCC2)C(=C(N=C1)C1=CC(=CC2=CC=CC=C12)P(O)(O)(O)C)F (4-(4-((1R,5S)-3,8-diazabicyclo[3.2.1]oct-3-yl)-8-fluoro-2-((tetrahydro-1H-pyrrolizine-7a(5H)-yl)methoxy)pyrido[4,3-d]pyrimidin-7-yl)naphth-2-yl)(methyl)phosphorous acid